FC1=C(C=C(C=C1)F)[C@@H]1N(CCC1)C1=NC=2N(C=C1)N=CC2C(=O)NC2CCN(CC2)S(N)(=O)=O (R)-5-(2-(2,5-difluorophenyl)pyrrolidin-1-yl)-N-(1-sulfamoylpiperidin-4-yl)pyrazolo[1,5-a]pyrimidine-3-carboxamide